N1C=CC2=CC=C(C=C12)NC(NC=1C=CC2=C(OCC(N2CC2=C(C(=O)O)C=CC=C2)=O)C1)=O 2-((7-(3-(1H-indol-6-yl)ureido)-3-oxo-2,3-dihydro-4H-benzo[b][1,4]oxazin-4-yl)methyl)benzoic acid